N-[(11,11-difluoro-1,3,4,7,8,9,10,11-octahydro-2H-pyrido[4',3':3,4]pyrazolo[1,5-a]azepin-8-yl)-methyl]acetamide FC1(C=2N(CC(CC1)CNC(C)=O)N=C1C2CNCC1)F